2-Hexyldecyl 8-bromooctanoate BrCCCCCCCC(=O)OCC(CCCCCCCC)CCCCCC